C(C)(C)(C)C1=CC=C(C=C1)C=1C=2N(C=C(N1)N)C=CN2 8-(4-(tert-butyl)phenyl)imidazo[1,2-a]pyrazin-6-amine